(2-(Isopropyl(propyl)amino)6-methylpyrimidine-4-carboxamido)2-methylbenzoic acid C(C)(C)N(C1=NC(=CC(=N1)C(=O)NC=1C(=C(C(=O)O)C=CC1)C)C)CCC